2-(piperidin-4-yl)-6-(1H-pyrazol-4-yl)-3,4-dihydroisoquinolin-1-one N1CCC(CC1)N1C(C2=CC=C(C=C2CC1)C=1C=NNC1)=O